NC1=NOC2=C1C(=CC=C2)C2=CC(=C(C=C2)NC(=O)NC2=CC(=CC=C2)OC(F)(F)F)OC 1-(4-(3-Aminobenzo[d]isoxazol-4-yl)-2-methoxyphenyl)-3-(3-(trifluoromethoxy)phenyl)urea